[N+](#[C-])C(C(=O)OCCCC)C butyl α-isocyanopropionate